1-(3-chloropyridin-2-yl)-3-methoxy-1H-pyrazole-5-carboxylic acid ClC=1C(=NC=CC1)N1N=C(C=C1C(=O)O)OC